4-[4-chloro-2-(difluoromethoxy)benzene-1-carbonyl]-10,10-dimethyl-9-oxo-1-oxa-4-azaspiro[5.5]undec-7-ene-8-carbonitrile ClC1=CC(=C(C=C1)C(=O)N1CCOC2(C1)C=C(C(C(C2)(C)C)=O)C#N)OC(F)F